2,2-dimethyldecyl mercaptan CC(CS)(CCCCCCCC)C